3-{[(2R)-4-methylmorpholin-2-yl]methoxy}-5-(5-methyl-1,3-thiazol-2-yl)-N-{(1R)-1-[2-(trifluoromethyl)pyrimidin-5-yl]ethyl}benzamide CN1C[C@@H](OCC1)COC=1C=C(C(=O)N[C@H](C)C=2C=NC(=NC2)C(F)(F)F)C=C(C1)C=1SC(=CN1)C